C12C(OCC=CCCC=CCC(CC1)C2)O oxabicyclo[10.2.1]pentadeca-5,9-dien-2-ol